O=C1NC(CCC1N1C(N(C2=C1C=CC(=C2)C#CCCCCC(=O)O)C)=O)=O 7-(1-(2,6-dioxopiperidin-3-yl)-3-methyl-2-oxo-2,3-dihydro-1H-benzo[d]imidazole-5-yl)hept-6-ynoic acid